TMSTitanium [Si](C)(C)(C)[Ti]